tert-butyl N-[6-(1-methoxypent-4-enyl)-2-[5-[2,2,2-trifluoro-1-(2-fluoro-5-iodo-phenyl)-1-hydroxy-ethyl]-1,3,4-oxadiazol-2-yl]-5-(trifluoromethyl)-3-pyridyl]carbamate COC(CCC=C)C1=C(C=C(C(=N1)C=1OC(=NN1)C(C(F)(F)F)(O)C1=C(C=CC(=C1)I)F)NC(OC(C)(C)C)=O)C(F)(F)F